CN(C1=NC=C(C#N)C=C1)C1CC2(CC2)C1 6-(methyl-(spiro[2.3]hex-5-yl)amino)nicotinonitrile